5-amino-N-((3-fluoro-5-(trifluoromethyl)pyridin-2-yl)methyl)-N-((3R,4R)-4-methoxytetrahydro-2H-pyran-3-yl)-6,8-dihydro-1H-furo[3,4-d]pyrrolo[3,2-b]pyridine-2-carboxamide NC1=C2C(=C3C(=N1)C=C(N3)C(=O)N([C@@H]3COCC[C@H]3OC)CC3=NC=C(C=C3F)C(F)(F)F)COC2